1-(5-(5-((5,8-difluoro-4-oxo-3,4-dihydrophthalazin-1-yl)methyl)-2-fluorophenyl)-1H-benzimidazol-2-yl)-3-ethylurea FC1=C2C(NN=C(C2=C(C=C1)F)CC=1C=CC(=C(C1)C1=CC2=C(NC(=N2)NC(=O)NCC)C=C1)F)=O